BrCC(C(CCCC(CN(C(OCC1=CC=CC=C1)=O)C)(C)C)(C)C1=CC=C(C=C1)I)=O benzyl (8-bromo-6-(4-iodophenyl)-2,2,6-trimethyl-7-oxooctyl)(methyl)carbamate